C1C2=C3C=CC=C3C=CC=C21 Cycloprop[e]azulene